ClC1=CC=2C=3C=CC(=CC3N(C(N(C2N=C1)C)=O)C1=C(C=C(C=C1F)NCCNCCC(=O)O)F)C#N 3-({2-[(4-{4-chloro-13-cyano-8-methyl-9-oxo-6,8,10-triazatricyclo[9.4.0.02,7]pentadeca-1(11),2(7),3,5,12,14-hexaen-10-yl}-3,5-difluorophenyl)amino]ethyl}amino)propanoic acid